NC1=C2C(=NC=N1)N(N=C2C)C(C)C=2C(=C(C(=C(C2)Cl)Cl)C2CN(C2)C[C@@H](C)O)OC (2R)-1-(3-{3-[1-(4-amino-3-methyl-1H-pyrazolo[3,4-d]pyrimidin-1-yl)ethyl]-5,6-dichloro-2-methoxyphenyl}azetidin-1-yl)propan-2-ol